N1(CCC(CC1)C(=O)OCC1=CC=CC=C1)C(=O)OC(C)(C)C O4-benzyl O1-tert-butyl piperidine-1,4-dicarboxylate